(S)-6-Isopropyl-N-((S)-1-(5-(2-methoxychinolin-3-yl)-1H-imidazol-2-yl)-7-oxononyl)-6-azaspiro[2.5]octan-1-carboxamid C(C)(C)N1CCC2(C[C@@H]2C(=O)N[C@@H](CCCCCC(CC)=O)C=2NC(=CN2)C=2C(=NC3=CC=CC=C3C2)OC)CC1